OC1=C(C=C(C=C1C(F)(F)F)C(F)(F)F)N1C(N(CC1)CCO[Si](C)(C)C(C)(C)C)=O 1-(2-hydroxy-3,5-bis(trifluoromethyl)phenyl)-3-(2-((tert-butyldimethylsilyl)oxy)ethyl)imidazolidine-2-one